lead phosphate P(=O)([O-])([O-])[O-].[Pb+2].P(=O)([O-])([O-])[O-].[Pb+2].[Pb+2]